(S)-benzyl 2-(isobutylamino)-4-methylpentanoate C(C(C)C)N[C@H](C(=O)OCC1=CC=CC=C1)CC(C)C